BrC1=CN(C=2C(N(N=CC21)CC2=CC=C(C=C2)OC)=O)CC 3-bromo-1-ethyl-6-(4-methoxybenzyl)-1,6-dihydro-7H-pyrrolo[2,3-d]pyridazin-7-one